P(=O)(OC1=CC=C(C=C1)C(C1=CC=CC=C1)=O)(OC1=CC=C(C=C1)C(C1=CC=CC=C1)=O)[O-].[Na+] sodium bis(4-benzoyl phenyl) phosphate